ClC1=C(C(=CC=C1)Cl)N1C=2N(C3=C(C1=O)C=NC(=N3)NC3=CC=C(C=C3)N3C[C@@H](N([C@H](C3)C)C(C)C)C)CCN2 |&1:30| 6-(2,6-Dichlorophenyl)-2-((4-((3S,SR)-4-isopropyl-3,5-dimethylpiperazin-1-yl)phenyl)amino)-8,9-dihydroimidazo[1,2-a]pyrimido[5,4-e]pyrimidin-5(6H)-one